4-(5-Methyl-2-((1-((1R,3r,5S)-8-(1-methylcyclopropanecarbonyl)-8-azabicyclo[3.2.1]octan-3-yl)-1H-pyrazol-4-yl)amino)pyrimidin-4-yl)benzoic acid CC=1C(=NC(=NC1)NC=1C=NN(C1)C1C[C@H]2CC[C@@H](C1)N2C(=O)C2(CC2)C)C2=CC=C(C(=O)O)C=C2